C(C)N(CCCN)CC diethyl-aminopropylamine